1-((3R,4R)-3-(hydroxymethyl)chroman-4-yl)-3-(4-(methoxymethyl)thiazol-2-yl)urea OC[C@@H]1COC2=CC=CC=C2[C@@H]1NC(=O)NC=1SC=C(N1)COC